3-endo-[8-(3-benzylaminopropyl)-8-aza-bicyclo[3.2.1]oct-3-yl]-benzamide bisTFA salt OC(=O)C(F)(F)F.OC(=O)C(F)(F)F.C(C1=CC=CC=C1)NCCCN1C2CC(CC1CC2)C=2C=C(C(=O)N)C=CC2